C(C(C)C)(=O)OCCCCCC\C=C/CCCC\C=C/C\C=C/C\C=C/CC (Z,Z,Z,Z)-7,13,16,19-Docosatetraen-1-ol isobutyrate